C(C)N(C(C)C)[Si](CCC(F)(F)F)(CCC(F)(F)F)CCC(F)(F)F ethylisopropylamino-tris(3,3,3-trifluoropropyl)silane